C(C=C)(=O)OCCCCC1(C(=O)O)C(C(=O)O)CCCC1 acryloxybutyl-hexahydrophthalic acid